1-(7-ethylthieno[3,2-d]pyrimidin-4-yl)-1-methyl-hydrazine C(C)C1=CSC2=C1N=CN=C2N(N)C